COC=1C=C(C(=O)NC)C=CC1NCC#CC=1N(C2=CC=CC(=C2C1)NC1CCC(CC1)N1CCC2(COC2)CC1)CC(F)(F)F 3-methoxy-N-methyl-4-{[3-(4-{[(1S,4S)-4-{2-oxa-7-azaspiro[3.5]nonan-7-yl}cyclohexyl]amino}-1-(2,2,2-trifluoroethyl)-1H-indol-2-yl)prop-2-yn-1-yl]amino}benzamide